C(C1=CC=CC=C1)[C@H]1N(OCC1)C1=CC(=NC=N1)NC=1C(=CC(=C(C1)C(C(=O)N)=C)N1CCN(CC1)C)OC (5-((6-((R)-3-benzylisooxazolidin-2-yl)pyrimidin-4-yl)amino)-4-methoxy-2-(4-methylpiperazin-1-yl)phenyl)acrylamide